1-(2-isopropylsulfonylethyl)-4-nitro-indazole C(C)(C)S(=O)(=O)CCN1N=CC2=C(C=CC=C12)[N+](=O)[O-]